1-[(2S)-1,4-dioxan-2-yl]Methylamine O1[C@H](COCC1)CN